(1-(2-nitrobenzyl)-1H-1,2,3-triazol-4-yl)cinnamic acid methyl ester COC(C(=CC1=CC=CC=C1)C=1N=NN(C1)CC1=C(C=CC=C1)[N+](=O)[O-])=O